3-chloro-6-[(4-chlorophenyl)carbonyl]-2-(trifluoromethyl)pyridine ClC=1C(=NC(=CC1)C(=O)C1=CC=C(C=C1)Cl)C(F)(F)F